bis(2,6-dichlorobenzoyl)-2,4-dimethoxyphenylphosphine oxide ClC1=C(C(=O)P(C2=C(C=C(C=C2)OC)OC)(C(C2=C(C=CC=C2Cl)Cl)=O)=O)C(=CC=C1)Cl